C(C1=CC=CC=C1)OC(=O)N1[C@@H](C[C@](CC1)(C)O)C1=CC=CC=C1 |r| rac-(2s,4r)-4-hydroxy-4-methyl-2-phenylpiperidine-1-carboxylic acid benzyl ester